C1OCC12C[N]C2 2-oxa-6λ2-azaspiro[3.3]heptane